5-bromo-3-(2-(3-(4-fluorophenyl)-4-oxothiazolidine-2-ylidene)hydrazono)-1H-indol-2-one BrC=1C=C2C(C(NC2=CC1)=O)=NN=C1SCC(N1C1=CC=C(C=C1)F)=O